Cl.NC(C(CO)(F)F)C 3-amino-2,2-difluorobutan-1-ol hydrochloride